butan-2-yl 4-methoxybenzoate COC1=CC=C(C(=O)OC(C)CC)C=C1